(-)-5-methyl-5-[3-oxo-3-[3-[4-[1-(trifluoromethyl)cyclopropyl]phenyl]azetidin-1-yl]propyl]pyrrolidin-2-one CC1(CCC(N1)=O)CCC(N1CC(C1)C1=CC=C(C=C1)C1(CC1)C(F)(F)F)=O